N-methyl-N-(p-t-butylphenyl)methacrylamide 1,1,1,3,3,3-hexafluoropropan-2-yl-(R)-1-(methyl(pyrazin-2-yl)carbamoyl)-6-azaspiro[2.5]octane-6-carboxylate FC(C(C(F)(F)F)OC(=O)N1CCC2(C[C@H]2C(N(C2=NC=CN=C2)C)=O)CC1)(F)F.CN(C(C(=C)C)=O)C1=CC=C(C=C1)C(C)(C)C